tetracyclo[17.2.2.02,7.011,16]tricosane C12C3CCCCC3CCCC3CCCCC3CCC(CC1)CC2